Cl.FC1=CC(=CC2=C1N=C(S2)C2CCNCC2)C=2C=C(C=1N(N2)C=C(N1)C)NC 6-[4-Fluoro-2-(piperidin-4-yl)-1,3-benzothiazol-6-yl]-N,2-dimethylimidazo[1,2-b]pyridazin-8-amin-Hydrochlorid